C1=CC=CC=2C3=CC=CC=C3N(C12)C1=CC=C(C=C1)N1C=2C=CC=CC2B2C3=C(C=CC=C13)N(C=1C=C(C=CC12)C)C1=CC=C(C=C1)C 9-(4-(9H-carbazol-9-yl)phenyl)-3-methyl-5-(p-tolyl)-5,9-dihydro-5,9-diaza-13b-boranaphtho[3,2,1-de]anthracene